CC1=CC=C(C=C1)S(=O)(=O)O.CC1(OC2=CC=C(C=C2CC1)C1CNC1)C 3-(2,2-dimethyl-chroman-6-yl)azetidine 4-methylbenzenesulfonate